[2-(2-cyano-1,1-dimethyl-ethyl)-1-(3,4-difluorophenyl)-6-fluoro-4-hydroxy-indol-3-yl]Benzoic acid C(#N)CC(C)(C)C=1N(C2=CC(=CC(=C2C1C1=C(C(=O)O)C=CC=C1)O)F)C1=CC(=C(C=C1)F)F